hexahydrocyclopenta[b]Pyrrole-1(2H)-carboxylic acid benzyl ester C(C1=CC=CC=C1)OC(=O)N1C2C(CC1)CCC2